FC(C(C(F)(F)F)(F)F)F 1,1,2,2,3,3,3-heptafluoropropane